2,4,5,6-tetrakis(3,6-diphenylcarbazol-9-yl)benzene-1,3-dinitrile C1(=CC=CC=C1)C=1C=CC=2N(C3=CC=C(C=C3C2C1)C1=CC=CC=C1)C1=C(C(=C(C(=C1C#N)N1C2=CC=C(C=C2C=2C=C(C=CC12)C1=CC=CC=C1)C1=CC=CC=C1)N1C2=CC=C(C=C2C=2C=C(C=CC12)C1=CC=CC=C1)C1=CC=CC=C1)N1C2=CC=C(C=C2C=2C=C(C=CC12)C1=CC=CC=C1)C1=CC=CC=C1)C#N